CC=1C=C(C=CC1S(=O)(=O)C)B(O)O (3-methyl-4-(methylsulfonyl)phenyl)boronic acid